3-(1-pyridinyl)-1-propanesulfonate N1(CC=CC=C1)CCCS(=O)(=O)[O-]